BrC=1C=CC(=NC1)C=1C=NNC1 5-bromo-2-(1H-pyrazol-4-yl)pyridine